C(C)OC(=O)C=1SC(=C(C1)[N+](=O)[O-])S(=O)(=O)C1=CC=C(C)C=C1 4-nitro-5-(p-toluenesulfonyl)thiophene-2-carboxylic acid ethyl ester